NCCN1CC(C1)(C(=O)NC=1C(=NC(=CC1)C)OC(F)F)C1=C(C=CC=C1)C(C)C 1-(2-aminoethyl)-N-(2-(difluoromethoxy)-6-methylpyridin-3-yl)-3-(2-isopropylphenyl)azetidine-3-carboxamide